C(C)(C)[C@H]1CC[C@H](CC1)N1CCC(CC1)N1C(=CC2=CC=CC=C12)CNC(OCC1=CC=CC=C1)=O benzyl ((1-(1-(cis-4-isopropylcyclohexyl) piperidin-4-yl)-1H-indole-2-yl)methyl)carbamate